(S)-3-(5-bromo-1-ethyl-2-(2-(1-methoxyethyl)pyridin-3-yl)-1H-indol-3-yl)-2,2-dimethylpropan-1-ol BrC=1C=C2C(=C(N(C2=CC1)CC)C=1C(=NC=CC1)[C@H](C)OC)CC(CO)(C)C